N-(3-(4,4,5,5-tetramethyl-1,3,2-dioxaborolan-2-yl)phenyl)ethenesulfonamide CC1(OB(OC1(C)C)C=1C=C(C=CC1)NS(=O)(=O)C=C)C